C(C)(C)(C)OC(=O)N1[C@H](CC[C@@H](C1)NC(COC1=CC(=C(C=C1)Cl)F)=O)C(NC1=NN(C=C1)C(F)(F)F)=O (2r,5s)-5-[2-(4-chloro-3-fluorophenoxy)acetamido]-2-{[1-(trifluoromethyl)-1H-pyrazol-3-yl]carbamoyl}piperidine-1-carboxylic acid tert-butyl ester